C(C)(C)(C)OC(=O)N1[C@H](CN(CC1)C1=NC(=CC=C1)OCC1=C(C=C(C=C1)C(=O)C1CC1)F)C (S)-4-(6-((4-(cyclopropanecarbonyl)-2-fluorobenzyl)oxy)pyridin-2-yl)-2-methylpiperazine-1-carboxylic acid tert-butyl ester